(S)-6-fluoro-8-(hydroxymethyl-d2)-2-trifluoromethyl-2H-benzopyran-3-carboxylic acid FC=1C=C(C2=C(C=C([C@H](O2)C(F)(F)F)C(=O)O)C1)C([2H])([2H])O